[3-(3,3-dimethylbutoxy)phenyl]Boric acid CC(CCOC=1C=C(C=CC1)OB(O)O)(C)C